C1(CC1)C#C[C@]1(C2=C(NC(O1)=O)C=C(C=C2)CN2C=NC=CC2=O)C(C)(F)F (S)-4-(cyclopropylethynyl)-4-(1,1-difluoroethyl)-7-((6-oxopyrimidin-1(6H)-yl)methyl)-1,4-dihydro-2H-benzo[d][1,3]oxazin-2-one